Cl.FC(C1=CC=C(C=C1)NC=1C=2CCNCC2C=CC1)(F)F N-[4-(trifluoromethyl)phenyl]-1,2,3,4-tetrahydroisoquinolin-5-amine hydrochloride